potassium cyclopropyl(trifluoro)borohydride C1(CC1)[B-](F)(F)F.[K+]